C1(CC1)C(O)C1N2C(C3=CC=CC=C13)=CN=C2 cyclopropyl(5H-imidazo[5,1-a]isoindol-5-yl)methanol